7-chloro-1-[2-(morpholin-4-yl)ethyl]pyrrolo[2,3-c]pyridine-2-carboxylic acid ClC=1N=CC=C2C1N(C(=C2)C(=O)O)CCN2CCOCC2